N-(1-(oxetan-3-yl)-1H-imidazol-4-yl)acetamide O1CC(C1)N1C=NC(=C1)NC(C)=O